ClC1=C(C=C(OC2=CC=C(C=C2)N(S(=O)(=O)C2=CC(=C(C3=CC=CC=C23)O)C(=O)O)C2CCCC2)C=C1C)C 4-(N-(4-(4-chloro-3,5-dimethylphenoxy)phenyl)-N-cyclopentylsulfamoyl)-1-hydroxy-2-naphthoic acid